NC1=C(N(CC=C)CC=C)C=C(C=C1)N 2,5-diamino-N,N-diallyl-aniline